N[C@@H]1CN(CC[C@H]1F)C1=NC2=C(N1CC1=NC=C(C=N1)Br)C=CC(=C2)C#N 2-((3r,4r)-3-amino-4-fluoropiperidin-1-yl)-1-((5-bromopyrimidin-2-yl)methyl)-1H-benzo[d]imidazole-5-carbonitrile